(1-(2-(4-methylmorpholin-2-yl)pyridin-4-yl)-1H-indazol-6-yl)benzamide CN1CC(OCC1)C1=NC=CC(=C1)N1N=CC2=CC=C(C=C12)C1=C(C(=O)N)C=CC=C1